(2R,6S)-tert-Butyl 4-(3-carbamoyl-6-chloro-8-fluoro-7-(2-fluoro-6-methoxyphenyl)quinolin-4-yl)-2,6-dimethylpiperazine-1-carboxylate C(N)(=O)C=1C=NC2=C(C(=C(C=C2C1N1C[C@H](N([C@H](C1)C)C(=O)OC(C)(C)C)C)Cl)C1=C(C=CC=C1OC)F)F